(1R,2R,4S)-N-{4-[(2S)-2,3-dihydro-1,4-benzodioxin-2-yl]benzyl}bicyclo[2.2.1]heptan-2-amine O1[C@H](COC2=C1C=CC=C2)C2=CC=C(CN[C@H]1[C@@H]3CC[C@H](C1)C3)C=C2